(4-Chloro-3-formylpyridin-2-yl)carbamic acid tert-butyl ester C(C)(C)(C)OC(NC1=NC=CC(=C1C=O)Cl)=O